C(C(=O)O)(=O)O.C(C)(C)(C)OC(=O)N1CC2(C1)CNC2.C(C)NN(C(C(=C)CC)=O)NCC.C(C)NN(C(C(=C)CC)=O)NCC.C(C)(C)(C)OC(=O)N2CC1(C2)CNC1 N,N-diethylaminoethyl-acrylamide tert-butyl-2,6-diazaspiro[3.3]heptane-2-carboxylate hemi-oxalate